3-methoxy-4-((4-(2-methoxyethoxy)pyrimidin-2-yl)amino)-N-(5-(5-methyl-1H-pyrazol-1-yl)-1,3,4-thiadiazol-2-yl)-2-oxo-2H-pyran-6-carboxamide COC=1C(OC(=CC1NC1=NC=CC(=N1)OCCOC)C(=O)NC=1SC(=NN1)N1N=CC=C1C)=O